CC1=NC2=CC=C(C=C2C1(C)C)S(=O)(=O)[O-] 2,3,3-trimethyl-3H-indole-5-sulfonate